C(CCC)NC(=N)NC(=N)N 1-butylbiguanide